C=1N=C(N2C1C=CC=C2)C(C)(C)NC(=O)C2[C@H]1CNC[C@@H]2C1 (1R,5S,6s)-N-(2-(imidazo[1,5-a]pyridin-3-yl)propan-2-yl)-3-azabicyclo[3.1.1]heptane-6-carboxamide